C(C)(C)O[C@@H]1C[C@@H](N(C1)C1=CC=CC=C1)C(=O)OC methyl (2R,4R)-4-isopropoxy-1-phenylpyrrolidine-2-carboxylate